N-(1-isopropylpiperidin-4-yl)-2-(piperidin-1-yl)-9-(3-(pyrrolidin-1-yl)propyl)-9H-purin-6-amine C(C)(C)N1CCC(CC1)NC1=C2N=CN(C2=NC(=N1)N1CCCCC1)CCCN1CCCC1